isooctyl β-(3,5-di-tert-butyl-4-hydroxyphenyl)propionate C(C)(C)(C)C=1C=C(C=C(C1O)C(C)(C)C)CCC(=O)OCCCCCC(C)C